[F-].C[S+](SC)C dimethyl-(methylthio)sulfonium fluoride